Cl.CN(C1CC=2C(=CSC2)CC1)C N,N-dimethyl-4,5,6,7-tetrahydro-2-benzothiophen-5-amine hydrochloride